(2-chloro-5-fluoropyrimidin-4-yl)quinoxaline ClC1=NC=C(C(=N1)C1=NC2=CC=CC=C2N=C1)F